tert-butyl (4-iodo-2,6-dimethylphenyl)carbamate IC1=CC(=C(C(=C1)C)NC(OC(C)(C)C)=O)C